ClC=1C=CC(=NC1C(=O)O)C=1C(=NC=C(C1)Cl)OC 5,5'-Dichloro-2'-methoxy-[2,3'-bipyridine]-6-carboxylic acid